6-bromo-3-hexenoic acid BrCCC=CCC(=O)O